(1,4-diazabicyclo[3.2.2]nonan-4-yl)(3-(4-fluorophenyl)-6-methyl-5,6-dihydrocyclopenta[c]pyrazol-1(4H)-yl)methanone N12CCN(C(CC1)CC2)C(=O)N2N=C(C1=C2C(CC1)C)C1=CC=C(C=C1)F